(4-methoxycyclohexyl)methyl (2S,3S,4S,5R,6S)-3,4,5-trihydroxy-6-((2-(((5Z,8Z,11Z,14Z,17Z)-icosa-5,8,11,14,17-pentaen-1-yl)oxy)butanoyl)oxy)tetrahydro-2H-pyran-2-carboxylate O[C@@H]1[C@H](O[C@H]([C@@H]([C@H]1O)O)OC(C(CC)OCCCC\C=C/C\C=C/C\C=C/C\C=C/C\C=C/CC)=O)C(=O)OCC1CCC(CC1)OC